N-(7-(2-(1-(4-((2,6-dioxopiperidin-3-yl)amino)-2,5-difluorophenyl)piperidin-4-yl)ethyl)-7-azaspiro[3.5]nonan-2-yl)-3-methoxybenzamide O=C1NC(CCC1NC1=CC(=C(C=C1F)N1CCC(CC1)CCN1CCC2(CC(C2)NC(C2=CC(=CC=C2)OC)=O)CC1)F)=O